2-[4-[(2S,5R)-4-(bicyclo[1.1.1]pentane-1-carbonyl)-2,5-dimethylpiperazin-1-yl]spiro[6H-pyrrolo[2,3-d]pyrimidine-5,1'-cyclobutane]-7-yl]pyridine-4-carbonitrile C12(CC(C1)C2)C(=O)N2C[C@@H](N(C[C@H]2C)C=2C1=C(N=CN2)N(CC12CCC2)C2=NC=CC(=C2)C#N)C